ClC=1C=C(CN2CCN(C3=CC=CC=C23)C(C(C)N2CCCC2)=O)C=CC1 1-(4-(3-chlorobenzyl)-3,4-dihydroquinoxalin-1(2H)-yl)-2-(pyrrolidin-1-yl)propan-1-one